3-(pyrrolidin-3-yl)-1H-pyrazole N1CC(CC1)C1=NNC=C1